(Trans)-2-[(2,5-dichloropyrimidin-4-yl)amino]cyclohexane-1-carbonitrile ClC1=NC=C(C(=N1)N[C@H]1[C@@H](CCCC1)C#N)Cl